ClC=1C=CC(=C(C1)O)C1=NN=C(C2=CC=CC=C12)O[C@H]1CNCCC1 (R)-5-chloro-2-(4-(piperidin-3-yloxy)phthalazin-1-yl)phenol